1,2-bisnonadecanoyl-sn-glycero-3-phosphorylcholine C(CCCCCCCCCCCCCCCCCC)(=O)OC[C@@H](OC(CCCCCCCCCCCCCCCCCC)=O)COP(=O)(O)OCC[N+](C)(C)C